CS(=O)(=O)OCC1=NC(=CC(=N1)C)C (4,6-dimethylpyrimidin-2-yl)methyl Methanesulfonate